chromium-nickel manganese nitrogen [N].[Mn].[Ni].[Cr]